(3-(4-bromobenzyl)-2,5-dioxo-1-phenylimidazolin-4-yl)-N-(3-(hydroxylamino)-3-oxopropyl)propionamide BrC1=CC=C(CN2C(N(C(C2C(C(=O)NCCC(=O)NO)C)=O)C2=CC=CC=C2)=O)C=C1